3-cyano-2-methyl-pyrazolo[1,5-a]pyrimidine-7-carboxylic acid C(#N)C=1C(=NN2C1N=CC=C2C(=O)O)C